FC(C(=O)O)(F)F.N1N=CC(=C1)C1CNCCC1 3-(1H-pyrazol-4-yl)piperidine, trifluoroacetic acid salt